3-(5-(3-fluoro-4-methyl-5-(6-(piperazin-1-yl)imidazo[1,2-a]pyridine-3-carboxamido)phenyl)-1,2,4-oxadiazol-3-yl)azetidine-1-carboxylic acid methyl ester COC(=O)N1CC(C1)C1=NOC(=N1)C1=CC(=C(C(=C1)NC(=O)C1=CN=C2N1C=C(C=C2)N2CCNCC2)C)F